mono(allyl)ether C(C=C)OCC=C